Cl.NCCNC1=C2CN(C(C2=CC=C1)=O)C1C(NC(CC1)=O)=O 3-(4-((2-aminoethyl)amino)-1-oxoisoindolin-2-yl)piperidine-2,6-dione hydrochloride